(R)-7'-isopropyl-2'-((R)-3-methylmorpholino)-7'H-spiro[cyclopropane-1,6'-pyrazolo[1,5-a]pyrazin]-4'(5'H)-one C(C)(C)[C@@H]1C2(NC(C=3N1N=C(C3)N3[C@@H](COCC3)C)=O)CC2